C(C)(C)(C)OC(NC1=CC(=NC=C1C#CC)NC(C)=O)=O (2-Acetamido-5-(prop-1-yn-1-yl)pyridin-4-yl)carbamic acid tert-butyl ester